5-Amino-3-(4-(2-oxo-2-((5-(1,1,1-trifluoro-2-methylpropan-2-yl)isoxazol-3-yl)amino)ethyl)phenyl)-1-(1,1,1-trifluoropropan-2-yl)-1H-pyrazole-4-carboxamide NC1=C(C(=NN1C(C(F)(F)F)C)C1=CC=C(C=C1)CC(NC1=NOC(=C1)C(C(F)(F)F)(C)C)=O)C(=O)N